methano-[5H]isoindole C=12N=C(C3=CCC=CC13)C2